C(#C)[C@]1([C@H](CC(O1)=O)O)CO (4S,5R)-5-ethynyl-4-hydroxy-5-(hydroxymethyl)tetrahydrofuran-2-one